(S)-7-((3S,5R)-4-acryloyl-3,5-dimethylpiperazin-1-yl)-9-chloro-10-(3-(difluoromethoxy)-4-fluorophenyl)-3-(methoxymethyl)-2,3-dihydro-5H-[1,4]thiazino[2,3,4-ij]quinazolin-5-one C(C=C)(=O)N1[C@H](CN(C[C@H]1C)C1=NC(N2C3=C(C(=C(C=C13)Cl)C1=CC(=C(C=C1)F)OC(F)F)SC[C@@H]2COC)=O)C